C(C)S(=O)(=O)C=1C(=NC=C(C1)C1=CC=C(C=C1)F)C=1N=C2CSC3=C(N2C1)C=CC=C3C(F)(F)F 2-[3-ethylsulfonyl-5-(4-fluorophenyl)-2-pyridyl]-6-(trifluoromethyl)-4H-imidazo[2,1-c][1,4]benzothiazine